tert-butyl 2-(1-(4-cyclohexylthiophen-2-yl)cyclopropyl)-4-oxo-3,4,5,7,8,9-hexahydro-6H-pyrimido[5,4-c]azepine-6-carboxylate C1(CCCCC1)C=1C=C(SC1)C1(CC1)C=1NC(C=2CN(CCCC2N1)C(=O)OC(C)(C)C)=O